C(#N)/C(/C(=O)NC1=CC=C(C=C1)C(F)(F)F)=C(\C1=CN=CN1C)/O (Z)-2-cyano-3-hydroxy-3-(1-methyl-1H-imidazol-5-yl)-N-(4-(trifluoromethyl)-phenyl)acrylamide